C(#N)C=1C2=C(SC1NC(CSC(C(=O)O)(C)C)=O)CCCC2 2-((2-((3-cyano-4,5,6,7-tetrahydrobenzo[b]thiophen-2-yl)amino)-2-oxoethyl)thio)-2-methylpropanoic acid